C(C)C(COCC1OCC1)CCCC (2-ethylhexyl-oxy)methyl-oxetane